(R)-N-Cbz-3-benzyl-3-piperidinecarboxylic acid C(=O)(OCC1=CC=CC=C1)N1C[C@](CCC1)(C(=O)O)CC1=CC=CC=C1